((3-((6-aminohexyl)oxy)phenyl)(5-chloro-8-hydroxyquinolin-7-yl)methyl)butyramide NCCCCCCOC=1C=C(C=CC1)C(C1=CC(=C2C=CC=NC2=C1O)Cl)C(C(=O)N)CC